BrC=1C=C(C=CC1)C1=C(C=CC=C1)O 2-(3-bromophenyl)phenol